2-chloro-N-(1-cyanocyclopropyl)-5-[1-[2,6-dichloro-4-[1,2,2,2-tetrafluoro-1-(trifluoromethyl)ethyl]phenyl]triazol-4-yl]-N-ethyl-thiophene-3-carboxamide ClC=1SC(=CC1C(=O)N(CC)C1(CC1)C#N)C=1N=NN(C1)C1=C(C=C(C=C1Cl)C(C(F)(F)F)(C(F)(F)F)F)Cl